9-((6-oxaspiro[3.4]oct-2-yl)amino)heptadecane C1C(CC12COCC2)NC(CCCCCCCC)CCCCCCCC